C(C)(C)(C)NC(=O)C1=NC(=CC=C1OC)NC1=CC(=C(C(=C1)F)F)F N-tert-butyl-3-methoxy-6-(3,4,5-trifluoroanilino)-pyridine-2-carboxamide